C[C@H]1C[C@H](CN(C1)C1=C2C=CC=NC2=CC=C1)NC(OC(C)(C)C)=O tert-Butyl (3R,5S)-5-methyl-1-(quinolin-5-yl)piperidin-3-ylcarbamate